(6,7-dimethoxyquinazolin-4-yl)piperidin-4-amine hydrogen chloride Cl.COC=1C=C2C(=NC=NC2=CC1OC)N1CCC(CC1)N